(Z)-2-((tert-Butoxycarbonyl)amino)-3-(1-(difluoromethyl)-1H-pyrazol-3-yl)acrylic acid methyl ester COC(/C(=C/C1=NN(C=C1)C(F)F)/NC(=O)OC(C)(C)C)=O